N-((1-(6-BROMO-7-FLUOROQUINAZOLIN-4-YL)PIPERIDIN-3-YL)METHYL)METHANE-SULFONAMIDE BrC=1C=C2C(=NC=NC2=CC1F)N1CC(CCC1)CNS(=O)(=O)C